1-[2-(dimethylamino)ethyl]-1H-pyrazole-3-carbonitrile CN(CCN1N=C(C=C1)C#N)C